4-((2-Amino-9-((2R,3S,4S,5R)-4-fluoro-3-hydroxy-5-(hydroxymethyl)tetrahydrofuran-2-yl)-8-oxo-8,9-dihydro-7H-purin-7-yl)methyl)benzonitril NC1=NC=C2N(C(N(C2=N1)[C@@H]1O[C@@H]([C@H]([C@H]1O)F)CO)=O)CC1=CC=C(C#N)C=C1